ClC1=CC=C(C=C1)CNC(=O)NC1=CC=C(C=C1)C1(CCS(CC1)(=O)=O)C N-[(4-chlorophenyl)methyl]{[4-(4-methyl-1,1-dioxothian-4-yl)phenyl]amino}carboxamide